isophthalic acid anion C(C1=CC(C(=O)[O-])=CC=C1)(=O)[O-]